C(C)(C)(C)[Si](OCCN(C)CCCC(=O)OCCN(CCCCCCCC(=O)OC(CCCCCCCC)CCCCCCCC)CCCCCC(=O)OCCCCCCCCC(C)C)(C)C 1-octylnonyl 8-({2-[4-({2-[(tert-butyl)bis(methyl)siloxy]ethyl}-N-methylamino)butyroxy]ethyl}[5-(9-methyldecyloxycarbonyl)pentyl]amino)octanoate